NC=1C=C2CCCCC2=CC1 (3aR,4S,6R,6aS)-6-aminotetralin